5-(1-ethyl-3-(trifluoromethyl)-1H-pyrazol-4-yl)-2-(6-methoxychroman-4-yl)-3,4-dihydroisoquinolin-1(2H)-one C(C)N1N=C(C(=C1)C1=C2CCN(C(C2=CC=C1)=O)C1CCOC2=CC=C(C=C12)OC)C(F)(F)F